N-undecyl-1H-indole-6-carboxamide C(CCCCCCCCCC)NC(=O)C1=CC=C2C=CNC2=C1